4,6-dimethyloctadecylbutoxymethyl ether CC(CCCC(OCCCC)OC(CCCC(CC(CCCCCCCCCCCC)C)C)OCCCC)CC(CCCCCCCCCCCC)C